CC1(OB(OC1(C)C)C=1C=CC(=NC1)C1(CC1)C#N)C 1-(5-(4,4,5,5-tetramethyl-1,3,2-dioxaborolan-2-yl)pyridin-2-yl)cyclopropane-1-carbonitrile